(R)-(1-ethylpiperidin-3-yl)carbamic acid tert-butyl ester C(C)(C)(C)OC(N[C@H]1CN(CCC1)CC)=O